ClC1=NC(=CC2=C1N=C(N=C2)NC2CCN(CC2)S(=O)(=O)CC2CCCC2)C 8-chloro-N-(1-((cyclopentylmethyl)sulfonyl)piperidin-4-yl)-6-methylpyrido[3,4-d]pyrimidin-2-amine